(6'-Hydroxy-8'-oxo-3'-phenyl-8'H-spiro[cyclopentane-1,5'-indolizine]-7'-carbonyl)glycine tungsten-rhenium-molybdenum [Mo].[Re].[W].OC=1C2(N3C(=CC=C3C(C1C(=O)NCC(=O)O)=O)C1=CC=CC=C1)CCCC2